ClC1=NC2=C(N1C)C=C(C=C2)C(F)(F)F 2-chloro-1-methyl-6-(trifluoromethyl)-1H-benzo[d]imidazole